COC(=O)OCC(C)OC(=O)OC 1,2-bis(methoxycarbonyloxy)propane